methyl (3-methyl-4-((5-(4-(methylsulfonyl)phenyl)-1H-pyrazol-3-yl)amino)phenyl)carbamate CC=1C=C(C=CC1NC1=NNC(=C1)C1=CC=C(C=C1)S(=O)(=O)C)NC(OC)=O